1-(3-bromophenyl)-2-vinylpyrazolidin-3-one BrC=1C=C(C=CC1)N1N(C(CC1)=O)C=C